5-bromo-7-methylbenzo[d]oxazole BrC=1C=C(C2=C(N=CO2)C1)C